N1C(NC(C=C1)=O)=O pyrimidin-2,4-dione